OC[C@H]1N(C[C@@H]([C@H]([C@@H]1O)O)O)CC1=CC=C(C=C1)C1=CC=C(C=C1)OC (2R,3R,4R,5S)-2-(hydroxymethyl)-1-({4'-methoxy-[1,1'-biphenyl]-4-yl}methyl)piperidine-3,4,5-triol